C(=O)(O)OC[C@@H](OC(=O)O)COP(=O)(O)OCC[N+](C)(C)C 1,2-dicarboxyl-sn-glycero-3-phosphorylcholine